C(CCCCCCCCCCC)SC(=S)SC(C(=O)OCCC=C)(C)C 3-butenyl 2-(dodecylthiocarbonothioylthio)-2-methylpropionate